3-((5-(bromomethyl)-2-fluoropyridin-3-yl)amino)piperidine-2,6-dione BrCC=1C=C(C(=NC1)F)NC1C(NC(CC1)=O)=O